CC1=CC=C(C(=O)NC2=NN(C3=CC=CC=C23)CC2=CC=C(C=C2)C(F)(F)F)C=C1 4-methyl-N-(1-(4-(trifluoromethyl)benzyl)-1H-indazol-3-yl)benzamide